CC12C3CCC4(C(CCC4C3CC=C2CC(CC1)OC(CCC=1N=CNC1)=O)[C@H](C)CCCC(C)C)C 10,13-dimethyl-17-((R)-6-methylheptan-2-yl)-2,3,4,7,8,9,10,11,12,13,14,15,16,17-tetradecahydro-1H-cyclopenta[a]phenanthren-3-yl-3-(1H-imidazol-4-yl)propanoate